tert-butyl 3-(dimethylcarbamoyl)-6,7-dihydro-4H-pyrazolo[1,5-a]pyrazine-5-carboxylate CN(C(=O)C=1C=NN2C1CN(CC2)C(=O)OC(C)(C)C)C